COC1=CC=CC2=C(C3=CC=CC=C3C(=C12)C#CC1=CC=CC=C1)C#CC1=CC=CC=C1 1-Methoxy-9,10-bis(phenylethynyl)-Anthracen